C[Si](N(CCCC)CCCC)(C)C N-(trimethylsilyl)dibutylamine